[Co]=O Cobalt oxide